NCCCC[C@@H](C(CN1N=CN=N1)=O)NC(=O)C1CCCC1 (S)-N-(7-amino-2-oxo-1-(2H-tetrazol-2-yl)hept-3-yl)cyclopentanecarboxamide